1-((6-((2-methoxy-4-propylbenzyl)oxy)-1-methyl-3,4-dihydronaphthalen-2-yl)methyl)-N-methylazetidine-3-carboxamide COC1=C(COC=2C=C3CCC(=C(C3=CC2)C)CN2CC(C2)C(=O)NC)C=CC(=C1)CCC